FC1=C(C=CC=C1F)C1OC(=C(C1=O)OS(=O)(=O)CC1=CC=CC=C1)N 2-(2,3-difluorophenyl)-4-[[phenylmethylsulfonyl]oxy]-5-amino-3(2H)-furanone